1-(oxacyclohex-4-yl)-4-(4,4,5,5-tetramethyl-1,3,2-dioxaborolan-2-yl)-1H-pyrazole O1CCC(CC1)N1N=CC(=C1)B1OC(C(O1)(C)C)(C)C